N[C@H]1CN(CCC1)C(=O)C=1C=C(C=2N(C1)N=C(C2C)C2=CC=1C(=C(N=CC1)OCCN1C(=NC=C1)C)N2CC2CC2)OC (R)-(3-Aminopiperidin-1-yl)(2-(1-(cyclopropylmethyl)-7-(2-(2-methyl-1H-imidazol-1-yl)ethoxy)-1H-pyrrolo[2,3-c]pyridin-2-yl)-4-methoxy-3-methylpyrazolo[1,5-a]pyridin-6-yl)methanone